CC=1N(C(NN1)=O)C1=CC=C(C=C1)OC1=C(C(=CC=C1)OC)C 5-methyl-4-(4-{[2-methyl-3-(methyloxy)phenyl]oxy}phenyl)-2,4-dihydro-3H-1,2,4-triazol-3-one